C(#N)CCCCC(C(=O)OC(C)(C)C)(O)O Tert-butyl 6-cyano-(3R,5R)-dihydroxyhexanoate